FC1=C(C(=CC(=C1)NC1CN(C1)CCCF)F)[C@@H]1N([C@H](CC2=C1NC1=CC=CC(=C21)F)C)CC(CO)(F)F 3-((1S,3S)-1-(2,6-difluoro-4-((1-(3-fluoropropyl)azetidin-3-yl)amino)phenyl)-5-fluoro-3-methyl-3,4-dihydro-1H-pyrido[3,4-b]indol-2(9H)-yl)-2,2-difluoropropan-1-ol